N-(3-amino-5-fluoro-6-((4-fluorobenzyl)oxy)pyridin-2-yl)acetamide tert-butyl-4-[1-(2,6-dioxo-3-piperidyl)-3-isopropyl-2-oxo-benzimidazol-5-yl]piperidine-1-carboxylate C(C)(C)(C)OC(=O)N1CCC(CC1)C1=CC2=C(N(C(N2C(C)C)=O)C2C(NC(CC2)=O)=O)C=C1.NC=1C(=NC(=C(C1)F)OCC1=CC=C(C=C1)F)NC(C)=O